ClC1=CC=C2C(=N1)C=C(S2)B2OC(C(O2)(C)C)(C)C 5-chloro-2-(4,4,5,5-tetramethyl-1,3,2-dioxaborolan-2-yl)thieno[3,2-b]pyridine